BrC=1C=CC2=C(CN(S2(=O)=O)C2CN(CCC2)C)C1F 5-bromo-4-fluoro-2-(1-methylpiperidin-3-yl)-2,3-dihydrobenzo[d]isothiazole 1,1-dioxide